N-(1-(benzyloxy)-3-hydroxypropan-2-yl)-2-nitrobenzenesulfonamide C(C1=CC=CC=C1)OCC(CO)NS(=O)(=O)C1=C(C=CC=C1)[N+](=O)[O-]